2-chloro-3,4,5-trifluoro-phenol ClC1=C(C=C(C(=C1F)F)F)O